CSCN1C(=NC=C1)C(=O)O ((methylthio)methyl)-1H-imidazole-2-carboxylic acid